N(C1=CC=CC=C1)C1=NC=C(C(=N1)NCC1=C(C=CC=C1)NS(=O)(=O)C)C(F)(F)F N-[2-({[2-anilino-5-(trifluoromethyl)pyrimidin-4-yl]amino}methyl)phenyl]methanesulfonamide